N[C@@H]1C[C@H](CC1)OC(=O)C=1C2=C(N(N1)C1=CSC=C1)C=1C=C(C(=CC1OC2)OC)Br 8-bromo-7-methoxy-1-thiophen-3-yl-1,4-dihydro-chromeno[4,3-c]pyrazole-3-carboxylic acid (1S,3S)-3-amino-cyclopentyl ester